C1[C@H]([C@H](OC2=C1C(=CC3=C2[C@H]4C[C@@](O3)(OC5=CC(=CC(=C45)O)O)C6=CC=C(C=C6)O)O)C7=CC=C(C=C7)O)O The molecule is a proanthocyanidin isolated form Ephedra sinica. It has a role as a plant metabolite. It is a proanthocyanidin and a hydroxyflavan.